CC(=CC(C)O)CCC1=CC=CC=C1 4-methyl-6-phenyl-3-hexen-2-ol